methyl 5-(3-bromo-4-fluorophenyl)-2-(cyclopropylmethyl)-1H-pyrrole-3-carboxylate BrC=1C=C(C=CC1F)C1=CC(=C(N1)CC1CC1)C(=O)OC